5-bromo-1,3-dinitrobenzene BrC=1C=C(C=C(C1)[N+](=O)[O-])[N+](=O)[O-]